[Na].CNC1=NC=CC=C1S (methylamino)pyridine-3-thiol sodium